3,4,3',4'-biphenyl-tetracarboxylic acid C1(=CC(=C(C=C1)C(=O)O)C(=O)O)C1=CC(=C(C=C1)C(=O)O)C(=O)O